CC1=C(N=NC2=C1C(=C(S2)C(=O)NCC3=CC(=C(C=C3)OC)F)N)C 5-amino-N-(3-fluoro-4-methoxybenzyl)-3,4-dimethylthieno[2,3-c]pyridazine-6-carboxamide